Propan-2-yl 2-{[(2-chloro-6-fluorophenyl)carbamoyl]oxy}-3-(pyrimidin-2-yl)propanoate ClC1=C(C(=CC=C1)F)NC(=O)OC(C(=O)OC(C)C)CC1=NC=CC=N1